([1,2,4]Triazolo[1,5-a]pyridin-6-ylmethyl)-2-(4-methylpiperazin-1-yl)ethan-1-amine N=1C=NN2C1C=CC(=C2)CC(CN2CCN(CC2)C)N